C12CN(CC(CC1)C2)C=2N(C(C1=CC(=CC(=C1C2)C(C)NC2=C(C(=O)O)C=CC=C2)C)=O)C 2-((1-(3-(3-azabicyclo[3.2.1]octan-3-yl)-2,7-dimethyl-1-oxo-1,2-dihydroisoquinolin-5-yl)ethyl)amino)benzoic acid